The molecule is an organic triphosphate formed by condensation between the gamma-phospho group of uridine 5'-triphosphate and crotyl alcohol. It derives from an UTP and a crotyl alcohol. C/C=C/COP(=O)(O)OP(=O)(O)OP(=O)(O)OC[C@@H]1[C@H]([C@H]([C@@H](O1)N2C=CC(=O)NC2=O)O)O